CC(C(=O)O)(CCCC(=O)O)C 2,2-dimethyl-adipic acid